3-sulfopropanamido-valine S(=O)(=O)(O)CCC(=O)NN[C@@H](C(C)C)C(=O)O